BrC1=CC(=C(C=C1)CN)COC (4-Bromo-2-(methoxymethyl)phenyl)methanamine